COC(=O)[C@@H]1CN(CC[C@H]1NC(=O)C1=NOC(=C1)C1=C(C=C(C=C1)Cl)Cl)CC1CC1 |r| rac-(3R,4R)-1-cyclopropylmethyl-4-{[5-(2,4-dichloro-phenyl)-isoxazole-3-carbonyl]-amino}-piperidine-3-carboxylic acid methyl ester